C(C)N(CCC1=CNC2=CC=CC=C12)C(C)C N-ethyl-N-isopropyltryptamine